NC1=NC=NC=2N(C3=CC=C(C=C3C21)C(=O)NC)CC(=O)N2[C@@H]1C[C@@]1(C[C@H]2C(NC2=NC(=CC=C2)Br)=O)C 4-amino-9-(2-((1R,3S,5R)-3-((6-bromopyridin-2-yl)carbamoyl)-5-methyl-2-azabicyclo[3.1.0]hexan-2-yl)-2-oxoethyl)-N-methyl-9H-pyrimido[4,5-b]indole-6-carboxamide